FC(C=1C=C2C(=NC=NC2=CC1)NC(C(=O)O)CC)(F)F ((6-(trifluoromethyl)quinazolin-4-yl)amino)butanoic acid